Tert-butyl 3,5-diaminobenzoate NC=1C=C(C(=O)OC(C)(C)C)C=C(C1)N